(S)-2-amino-3,9,10-trimethoxy-6,8,13,13a-tetrahydro-5H-dibenzo[a,g]quinolizine NC=1C(=CC2=C([C@@H]3CC4=C(CN3CC2)C(=C(C=C4)OC)OC)C1)OC